C(C)(C)(C)C(S(=O)(=O)N)C1=NC=C(C=C1)Br tert-butyl-(5-bromopyridin-2-yl)methanesulfonamide